C(C)OC1CCC(CC1)NC1=NC=C(C(=N1)N[C@@H]1[C@H](CCCC1)O)C(=O)N 2-((1r,4S)-4-ethoxycyclohexylamino)-4-((1S,2S)-2-hydroxycyclohexylamino)pyrimidine-5-carboxamide